ClC1=CC2=C(N=C(S2)CCCCC2=C(C=CC(=C2)OC)S(=O)(=O)N)C=C1 (4-(6-Chlorobenzo[d]thiazol-2-yl)butyl)-4-methoxybenzenesulfonamide